rac-N-((4R,5R)-3-(((tert-butyldimethylsilyl)oxy)methyl)-4-cyclopropyl-7-ethyl-6-oxo-1-(tetrahydro-2H-pyran-4-yl)-4,5,6,7-tetrahydro-1H-pyrazolo[3,4-b]pyridin-5-yl)-3-ethylbenzamide [Si](C)(C)(C(C)(C)C)OCC1=NN(C=2N(C([C@@H]([C@@H](C21)C2CC2)NC(C2=CC(=CC=C2)CC)=O)=O)CC)C2CCOCC2 |r|